(2S,4S)-N-{3-[2-(4-chloro-3-fluorophenoxy)acetamido]bicyclo[1.1.1]pentan-1-yl}-6,7-difluoro-4-hydroxy-3,4-dihydro-2H-1-benzopyran-2-carboxamide ClC1=C(C=C(OCC(=O)NC23CC(C2)(C3)NC(=O)[C@H]3OC2=C([C@H](C3)O)C=C(C(=C2)F)F)C=C1)F